CC1C=NC2=CC(=CC=C12)C1=NN2C(CN(CC2)C(=O)OC(C)(C)C)=C1C1=CC=NC=C1 tert-butyl 2-(3-methyl-3H-indol-6-yl)-3-(pyridin-4-yl)-6,7-dihydropyrazolo[1,5-a]pyrazine-5(4H)-carboxylate